(2'-hydroxy-3',5'-di-t-amylphenyl)benzotriazole OC1=C(C=C(C=C1C(C)(C)CC)C(C)(C)CC)C1=CC=CC=2NN=NC21